tert-butyl 8-((4-(2-morpholinoethoxy)phenyl)amino)-2-azaspiro[4.5]decane-2-carboxylate O1CCN(CC1)CCOC1=CC=C(C=C1)NC1CCC2(CCN(C2)C(=O)OC(C)(C)C)CC1